NC(C(=O)N[C@H]1CN(C[C@H](C1)C)C1=C2C=CC=NC2=C(C=C1)C(F)F)C1CC1 2-amino-2-cyclopropyl-N-[(3R,5S)-1-[8-(difluoromethyl)quinolin-5-yl]-5-methylpiperidin-3-yl]Acetamide